tert-butyl (2-fluoro-4-((2-(4-methyl-1H-pyrazol-1-yl)pyridin-4-yl)oxy) phenyl)carbamate FC1=C(C=CC(=C1)OC1=CC(=NC=C1)N1N=CC(=C1)C)NC(OC(C)(C)C)=O